5-fluoro-7-[(2R)-oxolan-2-yl]-3-(pyridin-2-yl)-1H-pyrrolo[3,2-b]pyridin FC1=CC(=C2C(=N1)C(=CN2)C2=NC=CC=C2)[C@@H]2OCCC2